CC=1C(=C(C=2CC3=CC=CC=C3C2C1)N(C1=C(C=CC=C1)C1=CC=CC=2SC3=C(C21)C=CC=C3)C3=C(C(=CC=2C1=CC=CC=C1CC32)C3=CC=CC=C3)C3=CC=CC=C3)C (dimethylfluorenyl)(diphenylfluorenyl)(dibenzothiophenylphenyl)amine